C(C=C)(=O)N1C(CN(CC1)C=1N=C2C(=NC1)NC=C2C(=O)NC(COC)(C)C)(C)C 2-(4-acryloyl-3,3-dimethylpiperazin-1-yl)-N-(1-methoxy-2-methylpropan-2-yl)-5H-pyrrolo[2,3-b]pyrazine-7-carboxamide